7-{2-fluoro-4-[(3S)-3-fluoropyrrolidine-1-sulfonyl]-6-methoxyphenyl}-5-methylquinoline-2-carboxylic acid FC1=C(C(=CC(=C1)S(=O)(=O)N1C[C@H](CC1)F)OC)C1=CC(=C2C=CC(=NC2=C1)C(=O)O)C